N-(5-((4-chlorobenzyl)oxy)-1,3,4-thiadiazol-2-yl)-3-(2-(difluoromethoxy)-6-fluorophenyl)isonicotinamide ClC1=CC=C(COC2=NN=C(S2)NC(C2=C(C=NC=C2)C2=C(C=CC=C2F)OC(F)F)=O)C=C1